FC1=C(C(=CC=C1)OC)C1=CC(=NC=C1C(=O)NC=1SC(=NN1)OCC12CCC(CC1)(CC2)O)C 4-(2-fluoro-6-methoxyphenyl)-N-(5-((4-hydroxybicyclo(2.2.2)octan-1-yl)methoxy)-1,3,4-thiadiazol-2-yl)-6-methylnicotinamide